tert-Butyl ((R,R)-2-((4-methylphenyl)sulfonamido)-1,2-diphenylethyl)glycinate CC1=CC=C(C=C1)S(=O)(=O)N[C@@H]([C@@H](C1=CC=CC=C1)NCC(=O)OC(C)(C)C)C1=CC=CC=C1